N-(2,4-dimethoxyphenyl)-3-((5-oxo-5H-[1,3,4]thiadiazolo[2,3-b]quinazolin-2-yl)amino)benzamide COC1=C(C=CC(=C1)OC)NC(C1=CC(=CC=C1)NC1=NN2C(=NC3=CC=CC=C3C2=O)S1)=O